C(#N)[C@H](C[C@H]1C(NCCC1)=O)NC(=O)[C@@H]1[C@H]2C[C@H]2CN1C(=O)C=1NC2=CC=CC(=C2C1)OC (1S,2S,5R)-N-[(1S)-1-cyano-2-[(3S)-2-oxo-3-piperidyl]ethyl]-3-(4-methoxy-1H-indole-2-carbonyl)-3-azabicyclo[3.1.0]hexane-2-carboxamide